2-(4-((5-(2-chloro-4-fluoro-3-hydroxyphenyl)-1,3,4-thiadiazol-2-yl)methyl)-5,7-dioxo-4,6-diazaspiro[2.4]heptan-6-yl)acetic acid ClC1=C(C=CC(=C1O)F)C1=NN=C(S1)CN1C2(CC2)C(N(C1=O)CC(=O)O)=O